(1S,3S)-3-(dibenzylamino)cyclobutane-1-carboxylic acid ethyl ester C(C)OC(=O)C1CC(C1)N(CC1=CC=CC=C1)CC1=CC=CC=C1